methyl 3-((3-(2-chloro-3-fluoropyridin-4-yl)-6-neopentylnaphthalen-2-yl)thio)propanoate ClC1=NC=CC(=C1F)C=1C(=CC2=CC=C(C=C2C1)CC(C)(C)C)SCCC(=O)OC